C1[C@@H]([C@H]([C@@H]([C@H](N1)CO)O[C@@H]2[C@@H]([C@H]([C@@H]([C@H](O2)CO)O)O)O)O)O The molecule is a monosaccharide derivative that is (2R,3R,4R,5S)-2-(hydroxymethyl)piperidine-3,4,5-triol having an alpha-D-glucosyl residue attached at position 4. It has a role as a metabolite. It is a monosaccharide derivative and an alpha-D-glucoside. It derives from an alpha-D-glucose and a duvoglustat.